CN(C(/C=C/C1=CC2=C(NC([C@H](CC2)NC(OC(C)(C)C)=O)=O)N=C1)=O)CC1=C(OC2=C1C=CC=C2)C tert-butyl (S,E)-(3-(3-(methyl((2-methylbenzofuran-3-yl)methyl)amino)-3-oxoprop-1-en-1-yl)-8-oxo-6,7,8,9-tetrahydro-5H-pyrido[2,3-b]azepin-7-yl)carbamate